1,1-dibromo-1-(3-nitrophenyl)ethane BrC(C)(C1=CC(=CC=C1)[N+](=O)[O-])Br